γ-Aminobutyltriethoxysilan NC(CC[Si](OCC)(OCC)OCC)C